ClC=1C=CC=2N(C1)N=CC2S(=O)(=O)NC=2C(=NC(=C(C2)F)OCCF)F 6-chloro-N-(2,5-difluoro-6-(2-fluoroethoxy)pyridin-3-yl)pyrazolo[1,5-a]pyridine-3-sulfonamide